C1OCC12CC(C2)CO 2-oxaspiro[3.3]heptane-6-yl-methanol